4-[(4-iodophenoxyethylthio)methyl]1,3-dihydroimidazol-2-one IC1=CC=C(OCCSCC=2NC(NC2)=O)C=C1